1-(2-methoxy-1-methylethoxy)-2-propanol COCC(OCC(C)O)C